S(C#N)C=1SC(=CC1)SC#N 2,5-dithiocyanothiophene